N1C=C(C2=CC=CC=C12)CC(CCCC)NC(=O)C1=CC2=C(S1)C=C(C=C2)N2CCC(CC2)C N-(1-(1H-indol-3-yl)hexane-2-yl)-6-(4-methylpiperidin-1-yl)benzo[b]thiophene-2-carboxamide